C(#N)C1=CC=C2C(=C1)C(N(C(C21CCNCC1)=O)CCNS(=O)(=O)C)C1CCC(CC1)C(C)C N-(2-(7-cyano-1-((1s,4s)-4-isopropylcyclohexyl)-3-oxo-1H-spiro[isoquinoline-4,4-piperidin]-2(3H)-yl)ethyl)methanesulfonamide